tri[2-(methylamino)ethyl]amine CNCCN(CCNC)CCNC